NCCC1=C(NC=2C=C3C(=CC12)OCC3)C(=O)O 7-(2-aminoethyl)-3,5-dihydro-2H-furo[2,3-f]indole-6-carboxylic acid